2-[(2S,5R)-2,5-dimethylpiperazin-1-yl]-5-methanesulfonylpyrimidine C[C@@H]1N(C[C@H](NC1)C)C1=NC=C(C=N1)S(=O)(=O)C